3-(4-(1-(2-chloro-5-(1-(((R)-1-(3-(difluoromethyl)-2-fluorophenyl)ethyl)amino)-4-methylpyrido[3,4-d]pyridazin-7-yl)benzyl)piperidin-4-yl)phenyl)piperidine-2,6-dione ClC1=C(CN2CCC(CC2)C2=CC=C(C=C2)C2C(NC(CC2)=O)=O)C=C(C=C1)C1=CC=2C(=C(N=NC2N[C@H](C)C2=C(C(=CC=C2)C(F)F)F)C)C=N1